C(C)(C)(C)OC(=O)N1CCC(CC1)(COC)C=1C=C2C=NN(C2=CC1)C1=CC(=C(C(=C1)OCOC)F)F 4-(1-(3,4-difluoro-5-(methoxymethoxy)phenyl)-1H-indazol-5-yl)-4-(methoxymethyl)piperidine-1-carboxylic acid tert-butyl ester